4,4-dimethyl-5α-cholesta-8(9),14-dien-3β-ol CC1([C@@H]2CCC=3C4=CC[C@H]([C@@H](CCCC(C)C)C)[C@]4(CCC3[C@]2(CC[C@@H]1O)C)C)C